2-methyl-6-(trifluoromethyl)quinoxaline CC1=NC2=CC=C(C=C2N=C1)C(F)(F)F